4-(4,6-dichloro-1,3,5-triazine-2-yl)benzaldehyde ClC1=NC(=NC(=N1)Cl)C1=CC=C(C=O)C=C1